3-chloro-3-(6-(3-methyl-1H-pyrrolo[2,3-b]pyridin-5-yl)isochroman-8-yl)propan-1-amine Hydrochloride salt Cl.ClC(CCN)C=1C=C(C=C2CCOCC12)C=1C=C2C(=NC1)NC=C2C